ethylenediaminetetraacetic acid sodium calcium salt [Ca+2].[Na+].C(CN(CC(=O)[O-])CC(=O)[O-])N(CC(=O)O)CC(=O)[O-]